5-(5-((4,4-difluoro-piperidin-1-yl)methyl)pyridin-2-yl)-7-(trifluoro-methyl)benzofuran FC1(CCN(CC1)CC=1C=CC(=NC1)C=1C=C(C2=C(C=CO2)C1)C(F)(F)F)F